C(OC1=CC=C(C=C1)[N+](=O)[O-])(OC[C@H](C)SSC1=NC=CC=C1)=O (4-nitrophenyl) [(2S)-2-(2-pyridyldisulfanyl)propyl] carbonate